chloro-(dimethylaluminum) Cl[Al](C)C